(7S)-7-(2-fluorophenyl)-N-[(6S)-2,4-dimethyl-5-oxo-7,8-dihydro-6H-pyrazolo[1,5-a][1,3]diazepin-6-yl]-6,7-dihydro-5H-pyrrolo[1,2-b][1,2,4]triazole-2-carboxamide FC1=C(C=CC=C1)[C@@H]1CCN2N=C(N=C21)C(=O)N[C@@H]2C(N(C=1N(CC2)N=C(C1)C)C)=O